catechol-3,5-disulfonate monohydrate O.C1(O)=C(O)C(=CC(=C1)S(=O)(=O)O)S(=O)(=O)O